C1(C(=CCCCCCCC)O1)=O trans-epoxydecenealdehyde